FC(C1=CC=C(C=C1)C1=NN=C(C2=CC=CC=C12)N[C@H]1[C@@H](CNC1)C#N)(F)F trans-4-((4-(4-(trifluoromethyl)phenyl)phthalazin-1-yl)amino)pyrrolidine-3-carbonitrile